methylenebis(4,6-dibutyl-benzyl)-2-ethylhexyl phosphite P(OC(C(C(CCC)=C)CC)(CC1=CC=C(C=C1CCCC)CCCC)CC1=CC=C(C=C1CCCC)CCCC)([O-])[O-]